C(CCC)C1=NC(=C(C(N1C1=C(C=CC=C1OC)OC)=O)CC=1C=NN(C1)C1=CC=C(C=C1)C)O 2-butyl-3-(2,6-dimethoxyphenyl)-6-hydroxy-5-{[1-(4-methylphenyl)-1H-pyrazol-4-yl]methyl}-3,4-dihydropyrimidin-4-one